1-[4-(3-{[4-(trifluoromethyl)phenyl]amino}pyrazin-2-yl)piperazin-1-yl]but-2-en-1-one FC(C1=CC=C(C=C1)NC=1C(=NC=CN1)N1CCN(CC1)C(C=CC)=O)(F)F